F[C@@H]1[C@H](C1)C(=O)NC1=NN2C(C=C(C=C2)C2=C3C=NNC3=CC(=C2SC)F)=C1 (1R,2S)-2-fluoro-N-(5-(6-fluoro-5-(methylthio)-1H-indazol-4-yl)pyrazolo[1,5-a]pyridin-2-yl)cyclopropane-1-carboxamide